allyl 5-methylsulfonyl-4-oxo-1-[4-(trifluoromethoxy)phenyl]cinnoline-3-carboxylate CS(=O)(=O)C1=C2C(C(=NN(C2=CC=C1)C1=CC=C(C=C1)OC(F)(F)F)C(=O)OCC=C)=O